N-[[6-[4-(trifluoromethyl)pyridine-2-carbonyl]-6-azaspiro[2.5]octan-2-yl]methyl]furo[2,3-c]pyridine-2-carboxamide FC(C1=CC(=NC=C1)C(=O)N1CCC2(C(C2)CNC(=O)C2=CC=3C(=CN=CC3)O2)CC1)(F)F